C(C1=CC=CC=C1)N(C)CCOC1=C(C=CC(=N1)C=1C(=NC=CC1)OCC)N1[C@@H](CN(CC1)C(=O)N1[C@@H](CCC1)C(F)(F)F)CC benzyl[2-({2'-ethoxy-5-[(2R)-2-ethyl-4-[(2S)-2-(trifluoromethyl)pyrrolidine-1-carbonyl]piperazin-1-yl]-[2,3'-bipyridin]-6-yl}oxy)ethyl]methylamine